benzyl-dimethyl-tetradecyl-amine chloride [Cl-].C(C1=CC=CC=C1)C(CCCCCCCCCCCCC)N(C)C